3-(13,18-diethyl-2,5,8,12,17-pentamethyl-7H,8H-porphyrin-7-yl)propanoic acid zinc [Zn].C(C)C1=C(C2=CC=3C(C(C(=C(C4=CC(=C(N4)C=C4C(=C(C(C=C1N2)=N4)C)CC)C)C)N3)CCC(=O)O)C)C